Ethyl 8-((3,4-difluorophenyl)carbamoyl)-7-methyl-3a,4,10,10a-tetrahydro-1H,7H-dipyrrolo[3,4-b:3',4'-f][1,4,5]oxathiazocine-2(3H)-carboxylate 5,5-dioxide FC=1C=C(C=CC1F)NC(=O)C=1N(C=C2C1OCC1C(NS2(=O)=O)CN(C1)C(=O)OCC)C